(7-(1H-benzo[f]indazol-4-yl)-8-fluoro-2-((hexahydro-1H-pyrrolizin-7a-yl)methoxy)pyrido[4,3-d]pyrimidine-4-yl)-1,3,7-triazaspiro[4.5]decane-2,4-dione N1N=CC2=C(C3=C(C=C12)C=CC=C3)C3=C(C=1N=C(N=C(C1C=N3)N3C(NC(C31CNCCC1)=O)=O)OCC13CCCN3CCC1)F